[(3R)-3-aminopyrrolidin-1-yl]-{2-[(2-fluoro-4-iodophenyl)amino]thieno[2,3-b]pyridin-3-yl}-methanone N[C@H]1CN(CC1)C(=O)C1=C(SC2=NC=CC=C21)NC2=C(C=C(C=C2)I)F